C(=O)=C1NC2=CC=CC(=C2C=C1)N1N=CC(=C1C(F)(F)F)C(=O)NC1=CC(=NC=C1)C(F)(F)F (2-carbonyl-1,2-dihydroquinolin-5-yl)-5-(trifluoromethyl)-N-(2-(trifluoromethyl)pyridin-4-yl)-1H-pyrazole-4-carboxamide